(S)-3-(1-hydroxy-prop-2-yl)-8-(2-methoxyethyl)-6-(5-(trifluoromethyl)pyridin-2-yl)pyrido[3,4-d]pyrimidin-4(3H)-one OC[C@H](C)N1C=NC2=C(C1=O)C=C(N=C2CCOC)C2=NC=C(C=C2)C(F)(F)F